FC(C(=O)OC1C2=C(SC=C2)C2(CCNCC2)OC1)(F)F spiro[4,5-dihydrothieno[2,3-c]pyran-7,4'-piperidin]-4-ol (trifluoroacetate)